N1C=C(CC(=C1)C(=O)O)C(=O)O 1,4-dihydropyridine-3,5-dicarboxylic acid